3-Bromo-6-methyldibenzo[c,f][1,2]thiazepin-11(6H)-one 5,5-dioxide BrC1=CC2=C(C(C3=C(N(S2(=O)=O)C)C=CC=C3)=O)C=C1